tert-butyl 3-acryloyl-2-methyl-1-oxa-3,8-diazaspiro[4.5]decane-8-carboxylate C(C=C)(=O)N1C(OC2(C1)CCN(CC2)C(=O)OC(C)(C)C)C